B([O-])(F)F.[Na+] sodium bis-fluoroborate